C1(=CC=CC=C1)C(C(=O)O)(CC)C1=CC=CC=C1.IC1=C(C=C(C=C1C)C)C iodomesitylene diphenyl-butyrate